C1(CC1)C1=NN2C(=NN(C(C2=C1)=O)CC(=O)N[C@H]1CNCC[C@H]1O)C(C)C 2-(2-cyclopropyl-7-isopropyl-4-oxopyrazolo[1,5-d][1,2,4]triazin-5(4H)-yl)-N-((3S,4R)-4-hydroxypiperidin-3-yl)acetamide